4'-(3-bromo-9H-carbazol-9-yl)-N,N-diphenyl-[1,1'-biphenyl]-4-amine BrC=1C=CC=2N(C3=CC=CC=C3C2C1)C1=CC=C(C=C1)C1=CC=C(C=C1)N(C1=CC=CC=C1)C1=CC=CC=C1